tert-butyl (3R,4R)-4-(((7-((tert-butoxycarbonyl)(4-(pyridin-3-yl)benzyl)amino)-3-isopropylpyrazolo[1,5-a]pyrimidin-5-yl)amino)methyl)-3-hydroxypiperidine-1-carboxylate C(C)(C)(C)OC(=O)N(C1=CC(=NC=2N1N=CC2C(C)C)NC[C@@H]2[C@H](CN(CC2)C(=O)OC(C)(C)C)O)CC2=CC=C(C=C2)C=2C=NC=CC2